O[C@@H]1C[C@H](N(C1)C(=O)[C@H](C(C)C)C1=CC(=NO1)N1CCN(CC1)C(=O)OC(C)(C)C)C(N[C@@H](C)C1=CC=C(C=C1)C1=C(N=CS1)C)=O tert-Butyl 4-[5-[(1R)-1-[(2S,4R)-4-hydroxy-2-[[(1S)-1-[4-(4-methylthiazol-5-yl)phenyl]ethyl]carbamoyl]pyrrolidine-1-carbonyl]-2-methyl-propyl]isoxazol-3-yl]piperazine-1-carboxylate